C(C)N(CCCN1N=NN(C1=S)C1=CC=C(C2=CC=CC=C12)OC)CC 1-(3-(diethylamino)propyl)-4-(4-methoxynaphthalen-1-yl)-1,4-dihydro-5H-tetrazole-5-thione